C(OCCN)COCCN 2,2'-Ethylendioxybis(ethylamin)